C1(\C=C\CCCCCCCCC)C(=O)OC1=O trans-2-dodecene-1,1-dicarboxylic anhydride